1-(1-tosyl-1H-imidazol-2-yl)ethanone S(=O)(=O)(C1=CC=C(C)C=C1)N1C(=NC=C1)C(C)=O